C1C(CC12CCNCC2)N2N=CC=1C2=NC(=NC1)NC1=C(C=C2CCN(CC2=C1)C)OC N-[1-(7-azaspiro[3.5]nonan-2-yl)pyrazolo[3,4-d]pyrimidin-6-yl]-6-methoxy-2-methyl-3,4-dihydro-1H-isoquinolin-7-amine